3-(5-fluoro-2-((2,2,2-trifluoroethoxy)methyl)phenyl)-2-iminothiazolidin-4-one FC=1C=CC(=C(C1)N1C(SCC1=O)=N)COCC(F)(F)F